C(#C)C1=CC(=NC=C1)C1=CC=C(C=C1)C1=CC=C(C=C1)C1=NC=CC(=C1)C#C 4,4'-Bis(4-ethynylpyridyl)biphenyl